6-(3-amino-6-(1-(1-methylpiperidin-4-yl)-1H-pyrazol-4-yl)pyrazin-2-yl)-2-(3,5-dimethoxyphenyl)pyridazin-3(2H)-one NC=1C(=NC(=CN1)C=1C=NN(C1)C1CCN(CC1)C)C=1C=CC(N(N1)C1=CC(=CC(=C1)OC)OC)=O